O[C@@]1(CC(N(CC1)C(C[C@@H](C)C1=CC=CC=C1)=O)(C)C)CN1C=NC(=CC1=O)C1=CC=CC=C1 3-(((S)-4-hydroxy-2,2-dimethyl-1-((R)-3-phenylbutyryl)piperidin-4-yl)methyl)-6-phenylpyrimidin-4(3H)-one